tert-butyl (R)-(tert-butoxycarbonyl)(5-hydroxyhex-2-yn-1-yl)carbamate C(C)(C)(C)OC(=O)N(C(OC(C)(C)C)=O)CC#CC[C@@H](C)O